(S)-3-(5-chlorothiophen-2-yl)-N-(7-(3-hydroxyl-3-methylbut-1-yn-1-yl)-5-methyl-4-oxo-2,3,4,5-tetrahydrobenzo[b][1,4]oxazepine-3-yl)imidazo[2,1-b]thiazole-6-carboxamide ClC1=CC=C(S1)C=1N2C(SC1)=NC(=C2)C(=O)N[C@@H]2C(N(C1=C(OC2)C=CC(=C1)C#CC(C)(C)O)C)=O